ClC=1C=NC=C(C1C(C)OC=1C=C2C(=NNC2=CC1)C1=NC2=C(N1)CN(C2)C2(CCC2)O)Cl (2-(5-(1-(3,5-dichloropyridin-4-yl)ethoxy)-1H-indazol-3-yl)-4,6-dihydroPyrrolo[3,4-d]Imidazol-5(1H)-yl)cyclobutan-1-ol